(R)-2-((1,4-dioxo-1,4-dihydronaphthalen-2-yl)amino)-3-phenyl-N-(3-chloro-4-methylphenyl)-propionamide O=C1C(=CC(C2=CC=CC=C12)=O)N[C@@H](C(=O)NC1=CC(=C(C=C1)C)Cl)CC1=CC=CC=C1